5-[(3S,5R)-3,5-dimethylpiperazin-1-yl]-N-(7-fluoro-2-methyl-indazol-5-yl)-2-(3-methoxycyclobutoxy)quinazoline-8-carboxamide C[C@H]1CN(C[C@H](N1)C)C1=C2C=NC(=NC2=C(C=C1)C(=O)NC1=CC2=CN(N=C2C(=C1)F)C)OC1CC(C1)OC